BrC1=NC=C(C=C1C(F)(F)F)Br 2,5-dibromo-3-(trifluoromethyl)pyridine